2-(hydroxymethyl)-4-phenoxybenzoic acid OCC1=C(C(=O)O)C=CC(=C1)OC1=CC=CC=C1